bromoanisole COC1=CC=C(C=C1)Br